CC1=CC=CC(=N1)CC1CN(CCC1)CC1=CN=C(S1)NC(C)=O N-(5-((3-((6-methylpyridin-2-yl)methyl)piperidin-1-yl)methyl)thiazol-2-yl)acetamide